CN([C@H]1CN(CCC1)C(CCC=1N(C=CN1)CC(F)(F)F)=O)C (R)-1-(3-(dimethylamino)piperidin-1-yl)-3-(1-(2,2,2-trifluoroethyl)-1H-imidazol-2-yl)propan-1-one